methylene-bis-(4-cyclohexyl) diisocyanate C(C1CCC(CC1)N=C=O)C1CCC(CC1)N=C=O